C1(CC1)C1=C2C(=NC=C1)NC(=C2)C(=O)N[C@@H]2[C@H]([C@H]1C(CC2C1)(C)C)C 4-cyclopropyl-N-[(1S,2S,3S,5R)-2,6,6-trimethylnorborn-3-yl]-1H-pyrrolo[2,3-b]pyridine-2-carboxamide